FC=1N=C(SC1CN1[C@H](C[C@H](C1)OC=1C2=C(N=CN1)C=NC=C2)C)NC(C)=O N-(4-fluoro-5-(((2S,4R)-2-methyl-4-(pyrido[3,4-d]pyrimidin-4-yloxy)pyrrolidin-1-yl)methyl)thiazol-2-yl)acetamide